C(C)N1C(=O)NC(=O)C(C1=O)CC 1,5-diethylbarbituric acid